OC(C(C(=O)O)C)C(C1=CC(=C(C=C1)O)OC)O 3,4-dihydroxy-4-(4-hydroxy-3-methoxyphenyl)-2-methylbutanoic acid